N-(3,4-dichlorobenzyl)-1,2,4-triazine-3-carboxamide ClC=1C=C(CNC(=O)C=2N=NC=CN2)C=CC1Cl